D-Fucosamine OC1[C@H](N)[C@@H](O)[C@@H](O)[C@H](O1)C